(R)-6-cyano-N-(2-fluoro-3-hydroxy-3-methylbutyl)-4-(isopropylamino)pyrrolo[1,2-b]pyridazine-3-carboxamide C(#N)C=1C=C2N(N=CC(=C2NC(C)C)C(=O)NC[C@H](C(C)(C)O)F)C1